N-(7-chloroquinolin-8-yl)-3-(dimethylamino)pyridine-2-sulfonamide ClC1=CC=C2C=CC=NC2=C1NS(=O)(=O)C1=NC=CC=C1N(C)C